FC1=C(OC2=CC(=C(C=C2)NC2=NC=NC3=CC(=C(C=C23)OC2CCN(CC2)C(C=C)=O)OC)C(C)(C)O)C=C(C=C1)F 1-(4-((4-((4-(2,5-difluorophenoxy)-2-(2-hydroxypropan-2-yl)phenyl)amino)-7-Methoxyquinazolin-6-yl)oxy)piperidin-1-yl)prop-2-en-1-one